ClC1=C(C(=CC=C1)Cl)N1CC(C1)C1=CC(=C(CN2C(CC(CC2)C(=O)OC)(C)C)C(=C1)C)C methyl 1-(4-(1-(2,6-dichlorophenyl)azetidin-3-yl)-2,6-dimethylbenzyl)-2,2-dimethylpiperidine-4-carboxylate